diethyl (4-((2-chloro-5H-pyrido[3,2-b]indol-5-yl)methyl)benzyl)phosphonate ClC=1C=CC=2N(C=3C=CC=CC3C2N1)CC1=CC=C(CP(OCC)(OCC)=O)C=C1